C(C)OC1=CC=C(C=C1NC(CN1C(NC(C(=C1)F)=O)=O)=O)O N-(6-ethoxy-3-hydroxyphenyl)-2-(5-fluoro-2,4-dioxo-3,4-dihydropyrimidin-1(2H)-yl)acetamide